3-[trans-4-(1H-pyrazolo[3,4-b]pyridin-5-yloxy)cyclohexyl]-1-[3-(trifluoromethyl)phenyl]-2,4-imidazolidinedione N1N=CC=2C1=NC=C(C2)O[C@@H]2CC[C@H](CC2)N2C(N(CC2=O)C2=CC(=CC=C2)C(F)(F)F)=O